(S)-8-(8-((2,3-dichlorophenyl)thio)-[1,2,4]triazolo[1,5-c]pyrimidin-5-yl)-2-oxa-8-azaspiro[4.5]decan-4-amine ClC1=C(C=CC=C1Cl)SC=1C=2N(C(=NC1)N1CCC3([C@@H](COC3)N)CC1)N=CN2